N-((4-cyano-2,6-diisopropylphenyl)carbamoyl)-4-(hydroxymethyl)-2-(2-hydroxypropan-2-yl)thiazole-5-sulfonimidamide C(#N)C1=CC(=C(C(=C1)C(C)C)NC(=O)NS(=O)(=N)C1=C(N=C(S1)C(C)(C)O)CO)C(C)C